ClC1=C(C(=O)NC(C)(C)C#N)C=C(C=C1)C=1C=NN(C1)C=1N(C(=CC1)C(C(F)(F)F)(C(F)(F)F)F)C1CC1 2-chloro-N-(1-cyano-1-methyl-ethyl)-5-[1-[1-cyclopropyl-5-[1,2,2,2-tetrafluoro-1-(trifluoromethyl)ethyl]pyrrol-2-yl]pyrazol-4-yl]benzamide